4-(2-ethyl-3-((4-(4-fluorophenyl)thiazol-2-yl)(methyl)amino)imidazo[1,2-a]pyridin-6-yl)piperidine-1-sulfonamide C(C)C=1N=C2N(C=C(C=C2)C2CCN(CC2)S(=O)(=O)N)C1N(C)C=1SC=C(N1)C1=CC=C(C=C1)F